pyrimidopyrrolone N=1C(N=CC=2C1C=CN2)=O